N-[5-(2-cyanopyrimidin-5-yl)-4-fluoro-2-[(3S,5R)-3,4,5-trimethylpiperazin-1-yl]phenyl]-6-oxo-4-(trifluoromethyl)-1H-pyridine-3-carboxamide C(#N)C1=NC=C(C=N1)C=1C(=CC(=C(C1)NC(=O)C1=CNC(C=C1C(F)(F)F)=O)N1C[C@@H](N([C@@H](C1)C)C)C)F